(difluoromethyl)hexahydrocyclopenta[c]pyrrol FC(F)C1NCC2C1=CCC2